N1C=CC=2C(=NC=CC21)C2=CC=C(C(=O)NCC1OCCC1)C=C2 4-(1H-pyrrolo[3,2-c]pyridin-4-yl)-N-[(tetrahydrofuran-2-yl)methyl]benzamide